4-(6-methoxy-6-oxohexyloxy)benzoic acid COC(CCCCCOC1=CC=C(C(=O)O)C=C1)=O